N,N-bis(2-ethylhexyl)-3-oxo-3-(2,4,6-trichlorophenyl)propanamide C(C)C(CN(C(CC(C1=C(C=C(C=C1Cl)Cl)Cl)=O)=O)CC(CCCC)CC)CCCC